FC1(CC(C1)OC1=CC(=NC=C1)CNC(=O)C=1SC(=NN1)CCCCC=1SC(=NN1)C(NC)=O)F N-((4-(3,3-difluorocyclobutyloxy)pyridin-2-yl)methyl)-5-(4-(5-(methylcarbamoyl)-1,3,4-thiadiazol-2-yl)butyl)-1,3,4-thiadiazole-2-carboxamide